C1(CC1)CCN(C1=C2CN(C(C2=CC=C1)=O)C1C(NC(CC1)=O)=O)C1CCC(CC1)NCC1(CC1)F 3-(4-((2-cyclopropylethyl)((1r,4r)-4-(((1-fluorocyclopropyl)methyl)amino)cyclohexyl)amino)-1-oxoisoindolin-2-yl)piperidine-2,6-dione